IC=1C=NC(=NC1)NC=1C=NN(C1)CC#N 2-(4-((5-iodopyrimidin-2-yl)amino)-1H-pyrazol-1-yl)acetonitrile